N-(3-(methylsulfonamido)phenyl)-2-((tetrahydrofuran-3-yl)oxy)isonicotinamide CS(=O)(=O)NC=1C=C(C=CC1)NC(C1=CC(=NC=C1)OC1COCC1)=O